3-(3-chloro-4-fluorophenyl)-1-((R)-2-hydroxypropyl)-1-(1(R)-(1-oxo-1,2-dihydroisoquinolin-4-yl)ethyl)urea ClC=1C=C(C=CC1F)NC(N([C@H](C)C1=CNC(C2=CC=CC=C12)=O)C[C@@H](C)O)=O